FC=1C=C2C3=C(NC2=CC1)[C@H](N([C@@H](C3)C)C[C@H](C(=O)OC)C)C3=C(C(=CC=C3F)OCCOS(=O)(=O)C)C methyl (R)-3-((1R,3R)-6-fluoro-1-(6-fluoro-2-methyl-3-(2-((methylsulfonyl) oxy) ethaneOxy) phenyl)-3-methyl-1,3,4,9-tetrahydro-2H-pyrido[3,4-b]Indol-2-yl)-2-methylpropionate